ClC1=NC=CC(=C1F)N1N=NC(=C1C(C)O)C 1-(1-(2-chloro-3-fluoropyridin-4-yl)-4-methyl-1H-1,2,3-triazol-5-yl)ethan-1-ol